C(C)(C)N (R)- or (S)-isopropylamine